CC1(C2(CC2CC1)C)C trimethylbicyclo[3.1.0]hexan